C(C)N1N=C2C(=CC=C(C2=C1)N(C1C[C@H]2CC[C@@H](C1)N2C(=O)OC(C)(C)C)C)C(NC=2C=C(C=1N(C2)C=C(N1)C)F)=O tert-butyl (1R,5S)-3-{[2-ethyl-7-({8-fluoro-2-methylimidazo[1,2-a]pyridin-6-yl}carbamoyl) indazol-4-yl](methyl)amino}-8-azabicyclo[3.2.1]octane-8-carboxylate